Cl.COC=1C=C2CCCC(C2=CC1)CN 1-(6-methoxy-1,2,3,4-tetrahydronaphthalen-1-yl)methanamine, hydrochloride